n-decanedioic acid C(CCCCC(=O)O)CCCC(=O)O